taurine calcium salt [Ca+2].NCCS(=O)(=O)[O-].NCCS(=O)(=O)[O-]